NC[C@H]1CC12CCN(CC2)C(=O)OC(C)(C)C tert-Butyl (1S)-1-(aminomethyl)-6-azaspiro[2.5]octane-6-carboxylate